N-(1'-(2-(6-methoxypyridin-3-yl)-6-methylpyrimidin-4-yl)-1',2'-dihydrospiro[cyclopropane-1,3'-pyrrolo[3,2-c]pyridin]-6'-yl)acetamide COC1=CC=C(C=N1)C1=NC(=CC(=N1)N1CC2(C=3C=NC(=CC31)NC(C)=O)CC2)C